1-decoyl-D-xylose C(CCCCCCCCC)(=O)C(=O)[C@H](O)[C@@H](O)[C@H](O)CO